NC1=NC=CC(=N1)C=1C=C(C=C(C1)Cl)C1COCCN1C(C=C)=O 1-(3-(3-(2-aminopyrimidin-4-yl)-5-chlorophenyl)morpholino)prop-2-en-1-one